tert-butyl (1R,3S,5S)-3-([6-[6-methoxy-5-(pyrazol-1-yl)pyridine-2-yl]pyridazin-3-yl](methyl)amino)-8-azabicyclo[3.2.1]octane-8-carboxylate COC1=C(C=CC(=N1)C1=CC=C(N=N1)N(C1C[C@H]2CC[C@@H](C1)N2C(=O)OC(C)(C)C)C)N2N=CC=C2